N-[(6-Isopentyloxy-2-pyridyl)sulfonyl]-2-(2,2,4-trimethylpyrrolidin-1-yl)pyridin-3-carboxamid C(CC(C)C)OC1=CC=CC(=N1)S(=O)(=O)NC(=O)C=1C(=NC=CC1)N1C(CC(C1)C)(C)C